(R)-3,5-dimethyl-2-(6-((1-methylpiperidin-3-yl)amino)-1,2,4,5-tetrazin-3-yl)phenol CC=1C(=C(C=C(C1)C)O)C=1N=NC(=NN1)N[C@H]1CN(CCC1)C